CC1=C(C=NN1)C1=CC2=C(N=C(S2)NC2=NC=CC(=C2)CN2[C@@H](CCC2)C)C=C1 (R)-6-(5-methyl-1H-pyrazol-4-yl)-N-(4-((2-methylpyrrolidin-1-yl)methyl)pyridin-2-yl)benzo[d]thiazol-2-amine